ClCC1=NNC(=C1C(F)(F)F)OC 3-(chloromethyl)-5-methoxy-4-(trifluoromethyl)-1H-pyrazole